NC1=CC(=C(C(=C1)F)N1C(N(C2=C(C3=C1C=C(C=C3)C#N)C=C(C=N2)Cl)CC)=O)F 7-(4-amino-2,6-difluorophenyl)-2-chloro-5-ethyl-6-oxo-6,7-dihydro-5H-benzo[d]pyrido[3,2-f][1,3]diazepine-9-carbonitrile